4-methyl-2-oxochromene-6-sulfonic acid CC1=CC(OC2=CC=C(C=C12)S(=O)(=O)O)=O